C(C)(=O)C1=CC(=C(COC2=CC=CC(=N2)C2CCN(CC2)C(=O)OC(C)(C)C)C=C1)OC(F)(F)F tert-butyl 4-(6-((4-acetyl-2-(trifluoromethoxy)benzyl)oxy)pyridin-2-yl)piperidine-1-carboxylate